N-(3-(2-Oxopyrrolidin-1-yl)propyl)-6-(2-(2,4,5-Trifluorophenyl)pyridin-3-yl)imidazo[1,2-a]pyridine-3-carboxamide O=C1N(CCC1)CCCNC(=O)C1=CN=C2N1C=C(C=C2)C=2C(=NC=CC2)C2=C(C=C(C(=C2)F)F)F